S1C=CC2=C1C(OCC2)CC(C[C@]2(CCOC1(CCCC1)C2)C2=NC=CC=C2)N ((4,7-dihydro-5H-thieno[2,3-c]pyran-7-yl)methyl)-2-((R)-9-(pyridin-2-yl)-6-oxaspiro[4.5]dec-9-yl)ethanamine